C(C(C)(C)C)(=O)OCCC[C@H](CC(C(=O)N(C)OC)C)O[Si](C)(C)C(C)(C)C (4R)-4-((tert-Butyldimethylsilyl) oxy)-7-(methoxy (methyl) amino)-6-methyl-7-oxoheptyl pivalate